C(C)(=O)OC(COC(C)C)C Propylene glycol monoisopropyl ether acetate